(3S,4S)-1-cyclobutyl-4-{[5-(2,4-difluoro-phenyl)-isoxazole-3-carbonyl]-amino}-piperidine-3-carboxylic acid ((R)-1-pyrimidin-2-yl-ethyl)-amide N1=C(N=CC=C1)[C@@H](C)NC(=O)[C@H]1CN(CC[C@@H]1NC(=O)C1=NOC(=C1)C1=C(C=C(C=C1)F)F)C1CCC1